ClC=1C(=C(C(=C(C1F)Cl)F)S(=O)(=O)Cl)F 3,5-dichloro-2,4,6-trifluorobenzenesulfonyl chloride